5-fluoro-2-methoxymethyloxy-benzonitrile FC=1C=CC(=C(C#N)C1)OCOC